CN(C)CCCN=C1C2=C(C=C3C=CC(=CC3=N2)O)C4=NNN=C4C1=O 5-dimethylaminopropylamino-8-hydroxytriazoloacridinone